2-((4-(1-(4'-fluoro-[1,1'-biphenyl]-4-yl)cyclobutoxy)-2-methylene-4-oxobutanoyl)oxy)acetic acid FC1=CC=C(C=C1)C1=CC=C(C=C1)C1(CCC1)OC(CC(C(=O)OCC(=O)O)=C)=O